[Si](C)(C)(C(C)(C)C)O[C@H]1C[C@@H](N(C1)C1=CC(=NC=C1)NC(=O)[C@@H]1[C@H](C1)C1=CC(=CC=C1)Cl)C=1N=C2N(C=C(C=C2)C2CC2)C1 (1S,2S)-N-(4-((2R,4S)-4-((tert-butyldimethylsilyl)oxy)-2-(6-cyclopropylimidazo[1,2-a]pyridin-2-yl)pyrrolidin-1-yl)pyridin-2-yl)-2-(3-chlorophenyl)cyclopropane-1-carboxamide